2-(5-Iodo-2-pyridylazo)-5-[N-propyl-N-(3-sulfopropyl)amino]phenol IC=1C=CC(=NC1)N=NC1=C(C=C(C=C1)N(CCCS(=O)(=O)O)CCC)O